ClC1=C(C=C(C=2C3=C(NC12)CCNC(C3C)=O)OC[C@@H]3OCC3)Cl 7,8-Dichloro-1-methyl-10-(((R)-oxetan-2-yl)methoxy)-3,4,5,6-tetrahydroazepino[4,5-b]indol-2(1H)-one